(E)-4-(2-(methoxyimino)-3-((1-methyl-1H-pyrazol-4-yl)methyl)-6-(N-(1-methylcyclopropyl)sulfamoyl)-4-oxo-1,2,3,4-tetrahydroquinazolin-8-yl)-N,N,2-trimethylbenzamide CO\N=C\1/NC2=C(C=C(C=C2C(N1CC=1C=NN(C1)C)=O)S(NC1(CC1)C)(=O)=O)C1=CC(=C(C(=O)N(C)C)C=C1)C